NC1=CC=C(COC2CCN(CC2)C(C)=O)C=C1 1-(4-((4-aminobenzyl)oxy)piperidin-1-yl)ethan-1-one